3-bromo-5-(1-(3,5-dichlorophenoxy)-3-((tetrahydro-2H-pyran-2-yl)oxy)propyl)-1-(methoxymethyl)-1H-1,2,4-triazole BrC1=NN(C(=N1)C(CCOC1OCCCC1)OC1=CC(=CC(=C1)Cl)Cl)COC